3-chloro-4-(trifluoromethyl)phenyl 3-azido-3-deoxy-1-thio-α-D-galactopyranoside N(=[N+]=[N-])[C@@H]1[C@H]([C@@H](SC2=CC(=C(C=C2)C(F)(F)F)Cl)O[C@@H]([C@@H]1O)CO)O